butyl 6-fluoropyridine-2-carboxylate FC1=CC=CC(=N1)C(=O)OCCCC